6-{1-[(3-{[(2S)-oxetan-2-yl]methyl}-6-[5-(trifluoromethyl)-4H-1,2,4-triazol-3-yl]-3H-imidazo[4,5-C]pyridin-2-yl)methyl]piperidin-4-yl}pyridine O1[C@@H](CC1)CN1C(=NC2=C1C=NC(=C2)C2=NN=C(N2)C(F)(F)F)CN2CCC(CC2)C2=CC=CC=N2